C(C)C1=C(NC2=CC=C(C=C12)C(=O)O)C1=CC(=NC=C1)C 3-ethyl-2-(2-methylpyridin-4-yl)-1H-indole-5-carboxylic acid